CC1CN(CC(N1)C)CC=1C=C2C(N(C(C2=CC1)=O)C1C(NC(CC1)=O)=O)=O 5-((3,5-dimethylpiperazin-1-yl)methyl)-2-(2,6-dioxopiperidin-3-yl)isoindoline-1,3-dione